(6-((5-bromo-2-((2-methoxy-5-methyl-4-(4-(piperazin-1-yl)piperidin-1-yl)phenyl)amino)pyrimidin-4-yl)amino)quinoxaline-5-yl)dimethylphosphine oxide BrC=1C(=NC(=NC1)NC1=C(C=C(C(=C1)C)N1CCC(CC1)N1CCNCC1)OC)NC=1C(=C2N=CC=NC2=CC1)P(C)(C)=O